N1=NN(C2=NC=CC=C21)CC2=CC=C(C=N2)C=2OC(=NN2)C(F)F 2-(6-((3H-[1,2,3]triazolo[4,5-b]pyridin-3-yl)methyl)pyridin-3-yl)-5-(difluoromethyl)-1,3,4-oxadiazole